(S)-3-t-butoxycarbonylamino-3-phenylpropionic acid C(C)(C)(C)OC(=O)N[C@@H](CC(=O)O)C1=CC=CC=C1